4-chloro-3-nitro-8-(trifluoromethoxy)quinoline ClC1=C(C=NC2=C(C=CC=C12)OC(F)(F)F)[N+](=O)[O-]